C(C)(C)(C)C1=C(C=C(C=C1)C)O 2-t-butyl-5-methylphenol